C(#N)C=1N=CC(=NC1)NC1=NNC(=C1)C1=C(C=C(C=C1)C1C(CN(CC1)C(=O)OC(C)(C)C)F)OC tert-Butyl 4-[4-[3-[(5-cyanopyrazin-2-yl)amino]-1H-pyrazol-5-yl]-3-methoxy-phenyl]-3-fluoro-piperidine-1-carboxylate